ClC1=C(C=NC=C1)SC 4-chloro-3-(methylthio)pyridine